2-(6-{[(2S,4S)-2-(Hydroxymethyl)-1-methylpiperidin-4-yl](methyl)amino}[1,3]thiazolo[4,5-c]pyridazin-3-yl)-5-(1H-pyrazol-4-yl)phenol-Dihydrochlorid Cl.Cl.OC[C@H]1N(CC[C@@H](C1)N(C=1SC2=C(N=NC(=C2)C2=C(C=C(C=C2)C=2C=NNC2)O)N1)C)C